FC(CN1N=CC(=C1)C1=C(N=C2N(C1=O)N=CS2)C(F)(F)F)(C(F)(F)F)F 6-[1-(2,2,3,3,3-pentafluoropropyl)-1H-pyrazol-4-yl]-7-(trifluoromethyl)-5H-[1,3,4]thiadiazolo[3,2-a]pyrimidin-5-one